ClC=1CC(CCC1C#N)NC(OCC1=CC=CC=C1)=O benzyl N-(3-chloro-4-cyano-cyclohex-3-en-1-yl)carbamate